C(C1=CC=CC=C1)OC(=O)N1CCC(CC1)O[C@@H]1C[C@H](CC1)OC1CCN(CC1)C(=O)OCC1=CC=CC=C1 benzyl 4-[(1S,3S)-3-[(1-benzyloxycarbonyl-4-piperidyl)oxy]cyclopentoxy]piperidine-1-carboxylate